COC=1C=C(C=CC1)CC(C)O 1-(3-methoxyphenyl)propan-2-ol